C1(CC1)COC(C1CCN(CC1)C(=O)N1C[C@@H]2[C@@H](OCC(N2)=O)CC1)C1=CC=C(C=C1)C(F)(F)F |r| rac-(4aR,8aS)-6-[4-[Cyclopropylmethoxy-[4-(trifluoromethyl)phenyl]methyl]piperidine-1-carbonyl]-4,4a,5,7,8,8a-hexahydropyrido[4,3-b][1,4]oxazin-3-one